N(=[N+]=[N-])C1=CC=C(C=C1)CCC(=O)O 3-(4-azidophenyl)propionic acid